diethyl 2-(((2r,3s,4r)-3-acetoxy-3-ethynyl-4,5-dihydroxytetrahydrofuran-2-yl)-methoxy)-malonate C(C)(=O)O[C@@]1([C@H](OC([C@@H]1O)O)COC(C(=O)OCC)C(=O)OCC)C#C